[6-(5-cyclopropyl-4H-1,2,4-triazol-3-yl)-2-azaspiro[3.3]heptan-2-yl]-[3-[2-[(3R)-3-(trifluoromethyl)pyrrolidin-1-yl]pyrimidin-5-yl]azetidin-1-yl]methanone C1(CC1)C=1NC(=NN1)C1CC2(CN(C2)C(=O)N2CC(C2)C=2C=NC(=NC2)N2C[C@@H](CC2)C(F)(F)F)C1